6-(Difluoromethyl)-2-[[5-[(E)-3-(4-hydroxyphenyl)-3-oxoprop-1-enyl]-2-methoxyphenyl]methylsulfanyl]-4-phenylpyridine-3-carbonitrile FC(C1=CC(=C(C(=N1)SCC1=C(C=CC(=C1)\C=C\C(=O)C1=CC=C(C=C1)O)OC)C#N)C1=CC=CC=C1)F